CC(CC(C)(OOC(C)(C)CC)C)O 1,3-dimethyl-3-(tert-amyl-peroxy)butanol